tert-butyl (2S,5R)-4-(2,2-difluoro-1-(4-fluorophenyl)-3-methoxypropyl)-2,5-dimethylpiperazine-1-carboxylate FC(C(C1=CC=C(C=C1)F)N1C[C@@H](N(C[C@H]1C)C(=O)OC(C)(C)C)C)(COC)F